FC=1C=C(C=C(C1O)C=O)C(C)(C)NC(C1=CC=C(C=C1)N1CCCC1)=O N-(2-(3-fluoro-5-formyl-4-hydroxyphenyl)propan-2-yl)-4-(pyrrolidin-1-yl)benzamide